OC([C@@H](C(=O)N1[C@@H]([C@H]2C([C@H]2C1)(C)C)C(=O)O)NC(C(F)(F)F)=O)(C)C (1R,2S,5S)-3-((S)-3-hydroxy-3-methyl-2-(2,2,2-trifluoroacetamido)butanoyl)-6,6-dimethyl-3-azabicyclo[3.1.0]hexane-2-carboxylic acid